C(C)(C)(C)OC(=O)N1CC2=CC=CC(=C2CC1)CO 5-(hydroxymethyl)-3,4-dihydroisoquinoline-2(1H)-carboxylic acid tert-butyl ester